C(C)OC(C(=O)C1=C(C(=CC=C1F)Br)OC)=O 2-(3-Bromo-6-fluoro-2-methoxyphenyl)-2-oxoacetic acid ethyl ester